1-phenanthryl-1-pentanone C1(=CC=CC=2C3=CC=CC=C3C=CC12)C(CCCC)=O